(E)-5-cyano-3,4-dimethyl-N-(3-(2-(pyridin-2-yl)vinyl)-1-(tetrahydro-2H-pyran-2-yl)-1H-indazol-5-yl)picolinamide C(#N)C=1C(=C(C(=NC1)C(=O)NC=1C=C2C(=NN(C2=CC1)C1OCCCC1)\C=C\C1=NC=CC=C1)C)C